(S)-1-(5-chloro-2-ethoxybenzyl)piperidin-3-amine disuccinate C(CCC(=O)O)(=O)O.C(CCC(=O)O)(=O)O.ClC=1C=CC(=C(CN2C[C@H](CCC2)N)C1)OCC